C1(=CC=CC=C1)SCC1=NC(=CC=C1)C 2-(phenyl-thiomethyl)-6-methyl-pyridine